6-(2-(methoxy-d3)phenyl)-5-((1-methyl-1H-pyrazol-3-yl)methoxy)isoindolin-1-one C(OC1=C(C=CC=C1)C1=C(C=C2CNC(C2=C1)=O)OCC1=NN(C=C1)C)([2H])([2H])[2H]